iron trifluoromethanesulfonic acid FC(S(=O)(=O)O)(F)F.[Fe]